(3S)-N-[(4-Carbamimidoylthiophen-2-yl)methyl]-2-{2-[(4-phenoxyphenyl)formamido]acetyl}-2-azaspiro[4.5]decane-3-carboxamide C(N)(=N)C=1C=C(SC1)CNC(=O)[C@H]1N(CC2(C1)CCCCC2)C(CNC(=O)C2=CC=C(C=C2)OC2=CC=CC=C2)=O